S(=O)(=O)(O)C1=CC=C(C)C=C1.NN1C2CCC(C1=O)C2 2-amino-2-azabicyclo[2.2.1]Heptane-3-one tosylate